COC=1C=C(C=CC1OC)C1=CC=NC=2N1N=C(C2)C(=O)NC2=CC=C(C=C2)N2CCN(CC2)C(C)C 7-(3,4-dimethoxyphenyl)-N-(4-(4-isopropylpiperazin-1-yl)phenyl)pyrazolo[1,5-a]pyrimidine-2-carboxamide